5-bromo-N,4-dimethyl-pyrimidine-2-carboxamide BrC=1C(=NC(=NC1)C(=O)NC)C